FC1=CC=C(C=C1)C1=C(N(C=N1)C(C)C)C=1NC=C(N1)C(=O)NC1=NC=C(C=C1)N1CCN(CC1)C 5'-(4-fluorophenyl)-3'-isopropyl-N-(5-(4-methylpiperazin-1-yl)pyridin-2-yl)-1H,3'H-[2,4'-biimidazole]-4-carboxamide